N1C(NCC1)=O 2-imidazolidone